Cl.N1C(COCC1)C(=O)OC methyl morpholine-3-carboxylate hydrochloride